BrC=1C=NN(C1)[C@@H]1CC(N(CC1)C)(C)C (S)-4-(4-bromo-1H-pyrazol-1-yl)-1,2,2-trimethylpiperidine